O1[C@H](C1)CNC(OC(C)(C)C)=O tert-butyl [(2S)-oxiran-2-ylmethyl]carbamate